FC1=C(C(=CC(=C1)F)OC)C=1C2=C(C(=NC1C1=NN3C([C@@H](N(CC3)C(=O)OC(C)(C)C)CCCCOC)=C1)OS(=O)(=O)C(F)(F)F)C=CS2 tert-butyl (4S)-2-[7-(2,4-difluoro-6-methoxy-phenyl)-4-(trifluoromethylsulfonyloxy)thieno[3,2-c]pyridin-6-yl]-4-(4-methoxybutyl)-6,7-dihydro-4H-pyrazolo[1,5-a]pyrazine-5-carboxylate